6-piperidino-3H-naphtho[2,1-b]pyran N1(CCCCC1)C1=CC=2OCC=CC2C2=CC=CC=C12